O.O.[Cr](=O)(=O)([O-])O[Cr](=O)(=O)[O-].[Na+].[Na+] sodium dichromate dihydrate